C(C=C)OCC(C(=O)OCCOCCOC)=C methoxyethoxyethyl α-allyloxymethylacrylate